C(C)(C)C=1C(=NN2C1N=C(C=C2N2CCOCC2)N2N=C(C=C2)C=2C=C(C=CC2)C)C(=O)N isopropyl-7-morpholino-5-(3-(m-tolyl)-1H-pyrazol-1-yl)pyrazolo[1,5-a]pyrimidine-2-carboxamide